N-(4-cyanobenzyl)-4-methyl-5-((1-((1-methylcyclopropyl)sulfonyl)cyclopropyl)methoxy)-3-oxo-3,4-dihydroquinoxaline-2-carboxamide C(#N)C1=CC=C(CNC(=O)C2=NC3=CC=CC(=C3N(C2=O)C)OCC2(CC2)S(=O)(=O)C2(CC2)C)C=C1